(S)-4-amino-1-(1-(2-fluoropropoyl)-5,5-dimethylpiperidin-3-yl)-3-(4-phenoxyphenyl)-1,3-dihydro-2H-imidazo[4,5-C]pyridin-2-one NC1=NC=CC2=C1N(C(N2[C@@H]2CN(CC(C2)(C)C)C(C(C)F)=O)=O)C2=CC=C(C=C2)OC2=CC=CC=C2